(2S,4R)-1-(2-(3-acetyl-5-(2-methylpyrimidin-5-yl)-1H-indazol-1-yl)acetyl)-N-(6-bromopyridin-2-yl)-4-hydroxypyrrolidine-2-carboxamide C(C)(=O)C1=NN(C2=CC=C(C=C12)C=1C=NC(=NC1)C)CC(=O)N1[C@@H](C[C@H](C1)O)C(=O)NC1=NC(=CC=C1)Br